(R)-8-(2-amino-2-methylpropanoyl)-3-(2-(4-(3-chlorophenyl)piperazin-1-yl)ethyl)-2-oxa-8-azaspiro[4.5]decan-1-one NC(C(=O)N1CCC2(C[C@@H](OC2=O)CCN2CCN(CC2)C2=CC(=CC=C2)Cl)CC1)(C)C